6-bromo-4-hydroxy-N-((1r,4r)-4-methylcyclohexyl)-1-(2-morpholinoethyl)-2-oxo-1,2-dihydro-1,8-naphthyridine-3-carboxamide BrC=1C=C2C(=C(C(N(C2=NC1)CCN1CCOCC1)=O)C(=O)NC1CCC(CC1)C)O